4-(4-(4-(2-(2-Aminopyridin-3-yl)-5-(3-fluorophenyl)-3H-imidazo[4,5-b]pyridin-3-yl)benzyl)piperazin-1-yl)pyrimidine-2-carbonitrile NC1=NC=CC=C1C1=NC=2C(=NC(=CC2)C2=CC(=CC=C2)F)N1C1=CC=C(CN2CCN(CC2)C2=NC(=NC=C2)C#N)C=C1